ClC1=C(CNN2C(SCC2=O)=O)C=CC(=C1)Cl 3-(2,4-dichlorobenzylamino)-1,3-thiazolidine-2,4-dione